tert-Butyl-((3R,5R)-1-(2-(1-(cyclopropylmethyl)-1H-pyrrolo[2,3-b]pyridin-2-yl)-4-methoxy-3-methylpyrazolo[1,5-a]pyridine-6-carbonyl)-5-fluoropiperidin-3-yl)carbamate C(C)(C)(C)OC(N[C@H]1CN(C[C@@H](C1)F)C(=O)C=1C=C(C=2N(C1)N=C(C2C)C2=CC=1C(=NC=CC1)N2CC2CC2)OC)=O